ClC1=CC(=C(C=C1)C(\C=C\N(C)C)=O)O (E)-1-(4-chloro-2-hydroxyphenyl)-3-(dimethylamino)prop-2-en-1-one